3-((3-(8-(((1S,2S,3R,5R)-2-fluoro-8-azabicyclo[3.2.1]octan-3-yl)amino)-3-((trifluoromethyl)thio)imidazo[1,2-a]pyridin-2-yl)prop-2-yn-1-yl)amino)-4-methoxy-N-methylbenzamide F[C@H]1[C@@H]2CC[C@H](C[C@H]1NC=1C=3N(C=CC1)C(=C(N3)C#CCNC=3C=C(C(=O)NC)C=CC3OC)SC(F)(F)F)N2